methoxybenzene-1,4-dicarboxaldehyde COC1=C(C=CC(=C1)C=O)C=O